CN(C)CC1CN(CCC1(O)C=1C=C(C#N)C=CC1)CC1=CSC=C1 3-(3-((dimethylamino)methyl)-4-hydroxy-1-(thiophen-3-ylmethyl)piperidin-4-yl)benzonitrile